CC1=NC(=CC=C1N1CCN(CC1)CC=1C=CC=2C=3C(C(NC2C1)=O)=NN(C3)C)C(NC)=O 7-((4-(2-methyl-6-(methylcarbamoyl)pyridin-3-yl)piperazin-1-yl)methyl)-2-methyl-2,5-dihydro-4H-pyrazolo[3,4-c]quinolin-4-one